ClC1=C(C=CC(=C1)F)C1=CNC(C2=CC(=CC=C12)O[C@@H](C(=O)N1CCS(CC1)(=O)=NC)C)=O (R)-4-(2-chloro-4-fluorophenyl)-7-((1-(1-(methylimino)-1-oxido-1λ6-thiomorpholino)-1-oxopropan-2-yl)oxy)isoquinolin-1(2H)-one